FC1=C(C(=O)OC)C(=CC=C1F)C methyl 2,3-difluoro-6-methylbenzoate